(4-((tert-butyldimethylsilyl)oxy)spiro[4.4]nonan-1-yl)methyl benzoate C(C1=CC=CC=C1)(=O)OCC1CCC(C12CCCC2)O[Si](C)(C)C(C)(C)C